Methyl 2-((2-(3-((tert-butoxycarbonyl)(6-methoxy-3-nitropyridin-2-yl)amino)-prop-1-yn-1-yl)-4-fluorophenyl)amino)-5-(trifluoromethoxy)benzoate C(C)(C)(C)OC(=O)N(CC#CC1=C(C=CC(=C1)F)NC1=C(C(=O)OC)C=C(C=C1)OC(F)(F)F)C1=NC(=CC=C1[N+](=O)[O-])OC